water hydrogen fluoride F.O